N-(5-(tert-butyl)-2-methoxyphenyl)-4-(N-(2-methoxyphenyl)-N-methylsulfamoyl)benzamide C(C)(C)(C)C=1C=CC(=C(C1)NC(C1=CC=C(C=C1)S(N(C)C1=C(C=CC=C1)OC)(=O)=O)=O)OC